CC=1C=C2C(=C(N1)C)OC(=C2)C=2N=C1N(C(C2)=O)C=C(C=C1)N1CCNCC1 2-(5,7-dimethylfuro[2,3-c]pyridin-2-yl)-7-(piperazin-1-yl)-4H-pyrido[1,2-a]pyrimidin-4-one